5-(4-((3-ethyl-2-oxo-4-thioxo-1,2,3,4-tetrahydroquinazolin-7-yl)methyl)-3-oxopiperazin-1-yl)-6-fluoro-N-methylpicolinamide C(C)N1C(NC2=CC(=CC=C2C1=S)CN1C(CN(CC1)C=1C=CC(=NC1F)C(=O)NC)=O)=O